dioxobiphenyl O=C1C=CC(C=C1)=C1C=CC(C=C1)=O